3-Acetyl-6-methyl-2H-pyran-2,4(3H)-dion C(C)(=O)C1C(OC(=CC1=O)C)=O